1,3-Bis(dicyclohexylphosphino)-butane C1(CCCCC1)P(CCC(C)P(C1CCCCC1)C1CCCCC1)C1CCCCC1